C1(=CC=CC=C1)C1(CCCCCC(CCCCC1)C(=O)C1=CC=C(C=C1)Cl)C1=CC=CC=C1 diphenylcyclododecan-9-yl-(4-chlorophenyl)methanone